6-methyl-2-(3,3,3-trifluoropropoxy)pyrimidine-4-carbohydrazide CC1=CC(=NC(=N1)OCCC(F)(F)F)C(=O)NN